C(C)(=O)N1C(C(C2=C(C=CC=C12)SC1=NC=C(N=C1N)Cl)(F)F)=O 1-acetyl-4-((3-amino-5-chloropyrazin-2-yl)thio)-3,3-difluoroindolin-2-one